COC1=C(C(=O)O)C(=CC(=C1)C(F)(F)F)C 2-methoxy-6-methyl-4-(trifluoromethyl)benzoic acid